1-(4'-(cyclopentyloxy)-[1,1'-biphenyl]-4-yl)ethan-1-one C1(CCCC1)OC1=CC=C(C=C1)C1=CC=C(C=C1)C(C)=O